BrC1=NN2C(N(C(=C(C2=O)N2CCN(CC2)C(=O)C2=NC=NC(=C2O)C)CC)CC(=O)NC2=C(C=C(C=C2)C(F)(F)F)Cl)=C1 2-(2-bromo-5-ethyl-6-(4-(5-hydroxy-6-methylpyrimidine-4-carbonyl)piperazin-1-yl)-7-oxopyrazolo[1,5-a]pyrimidin-4(7H)-yl)-N-(2-chloro-4-(trifluoromethyl)phenyl)acetamide